BrC=1C=C(OCCN2CCN(CC2)C(=O)OCC2=CC=CC=C2)C=CC1 benzyl 4-[2-(3-bromophenoxy)ethyl]piperazine-1-carboxylate